C(C)(C)(C)OC(=O)N(C1CCC2=CC(=CC=C12)C(=O)OCC)CC1=CC(=C(C=C1)F)F ethyl 1-((tert-butoxycarbonyl)(3,4-difluorobenzyl)amino)-2,3-dihydro-1H-indene-5-carboxylate